1,5-pentanediol sulfate S(=O)(=O)(O)OCCCCCO